calcium aminosalicylate NOC=1C(C(=O)[O-])=CC=CC1.[Ca+2].NOC=1C(C(=O)[O-])=CC=CC1